(5-(1-adamantyl)-2'-bromo-6-(methoxymethoxy)-[1,1'-biphenyl]-3-yl)trimethylsilane C12(CC3CC(CC(C1)C3)C2)C=2C=C(C=C(C2OCOC)C2=C(C=CC=C2)Br)[Si](C)(C)C